tert-Butyl (2S,4R)-2-((4-methyl-1-(2,2,2-trifluoroethyl)-1H-pyrazol-3-yl)carbamoyl)-4-fluoropyrrolidine-1-carboxylate CC=1C(=NN(C1)CC(F)(F)F)NC(=O)[C@H]1N(C[C@@H](C1)F)C(=O)OC(C)(C)C